ClC=1C(=NC(=NC1)NC1CCC(CC1)NC(=O)C1CCN(CC1)C1CCN(CC1)C(=O)[O-])C=1C=C(C=CC1)C1=CC=C(C=C1)F 4-((4-((5-chloro-4-(4'-fluoro-[1,1'-biphenyl]-3-yl)pyrimidin-2-yl)amino)cyclohexyl)carbamoyl)-[1,4'-bipiperidine]-1'-carboxylate